2-methyl-1-((6-methyl-2-phenyl-7H-pyrrolo[2,3-d]pyrimidin-4-yl)amino)propan-2-ol CC(CNC=1C2=C(N=C(N1)C1=CC=CC=C1)NC(=C2)C)(C)O